2-(ethoxymethyl)oxirane C(C)OCC1OC1